FC=1C=C2C(=NNC2=CC1)CCN(C1CC1)C N-(2-(5-fluoro-1H-indazol-3-yl)ethyl)-N-methylcyclopropanamine